FC=1C(=NC(=CC1)C(F)(F)F)C1=NN(C=C1N)C1CCC(CC1)N1CCOCC1 3-(3-fluoro-6-(trifluoromethyl)pyridin-2-yl)-1-((1r,4r)-4-morpholinylcyclohexyl)-1H-pyrazol-4-amine